3-(2-(5-((3R,SR)-3-Amino-5-fluoropiperidin-1-carbonyl)-7-methoxy-1-methyl-1H-benzo[d]imidazol-2-yl)-1-(cyclopropylmethyl)-1H-indol-7-yl)cyclobutan-1-carboxamid N[C@H]1CN(C[C@H](C1)F)C(=O)C1=CC2=C(N(C(=N2)C=2N(C3=C(C=CC=C3C2)C2CC(C2)C(=O)N)CC2CC2)C)C(=C1)OC |&1:5|